3-(3,4-dichlorophenoxy)propionitrile ClC=1C=C(OCCC#N)C=CC1Cl